CNCC(CO)O 3-methylamino-propane-1,2-diol